C(=O)(O)C(CCCCCCC)S carboxyl-octanethiol